tert-butyl 3-(6-amino-3-pyridyl)-3,8-diazabicyclo[3.2.1]octane-8-carboxylate NC1=CC=C(C=N1)N1CC2CCC(C1)N2C(=O)OC(C)(C)C